CO[C@H](C=1C=C(C=CC1)N1C(C2=CC(=CC(=C2C1)C(F)(F)F)CNC1(CCC1)C)=O)C1=NN=CN1C (R)-2-(3-(methoxy(4-methyl-4H-1,2,4-triazol-3-yl)methyl)phenyl)-6-(((1-methyl-cyclobutyl)amino)methyl)-4-(trifluoromethyl)isoindolin-1-one